Cl.N1CC(C1)N1N=CC(=C1)[N+](=O)[O-] 1-(azetidin-3-yl)-4-nitro-1H-pyrazole hydrochloride